C1(CCC1)N1N=CC(=C1)C(=O)NC=1C(=NC=CC1C1=C(C=CC=C1)F)C1CCC(CC1)(F)F 1-cyclobutyl-N-[2-(4,4-difluorocyclohexyl)-4-(2-fluorophenyl)-3-pyridinyl]pyrazole-4-carboxamide